C(C)O[Sn](OCC)(OCC)OCC Tetraethoxytin